C(CCC)OCCOCCOCCO triethyleneglycol n-butyl ether